CN1N=CC(=C1)C=1C=C(C=2N(C1)N=CC2C2=CC=C(C=C2)CC(=O)NC2=NOC(=C2)C(F)(F)F)C2=NC=CN=C2 2-(4-(6-(1-methyl-1H-pyrazol-4-yl)-4-(pyrazin-2-yl)pyrazolo[1,5-a]pyridin-3-yl)phenyl)-N-(5-(trifluoromethyl)isoxazol-3-yl)acetamide